2,4-diethyl-glutaric acid C(C)C(C(=O)O)CC(C(=O)O)CC